C(C)NC([O-])=O.[K+] potassium ethylcarbamate